4-[2-[2,2-dimethyl-3-[3-(4-piperidyloxy)azetidin-1-yl]propoxy]-5-(1-hydroxy-1-methyl-ethyl)phenyl]-6-methyl-1H-pyrrolo[2,3-c]pyridin-7-one CC(COC1=C(C=C(C=C1)C(C)(C)O)C=1C2=C(C(N(C1)C)=O)NC=C2)(CN2CC(C2)OC2CCNCC2)C